BrC=1C(=NC(=C(C1)OC)[N+](=O)[O-])[N+](=O)[O-] 3-bromo-5-methoxy-2,6-dinitropyridine